N-(4-(7-cyano-4-(2-hydroxycyclopentyl)-1-(4-methoxybenzyl)-1H-indazol-6-yl)benzyl)-2-methoxybenzamide C(#N)C=1C(=CC(=C2C=NN(C12)CC1=CC=C(C=C1)OC)C1C(CCC1)O)C1=CC=C(CNC(C2=C(C=CC=C2)OC)=O)C=C1